tris(mercaptomethylene)-bis(trichlorosilyl)-tetrachlorocoronene SC=C1C2C(C(C=3C(=C(C4=C(C(=C5C(=C(C=6C=CC(=C1)C1=C2C3C4=C5C16)Cl)Cl)Cl)Cl)[Si](Cl)(Cl)Cl)[Si](Cl)(Cl)Cl)=CS)=CS